meth-anolate C[O-]